(S)-6-(6-cyclopropyl-2-(4-((3-methylpiperidin-1-yl)methyl)-2-oxobenzo[cd]indol-1(2H)-yl)pyrimidin-4-yl)-5-(4-methyl-4H-1,2,4-triazol-3-yl)nicotinonitrile C1(CC1)C1=CC(=NC(=N1)N1C(C2=C3C(C=CC=C13)=CC(=C2)CN2C[C@H](CCC2)C)=O)C2=NC=C(C#N)C=C2C2=NN=CN2C